OC1CCN(CC1)CCC=1SC(=C(N1)C(F)(F)F)C(=O)NC(C)C1=CC(=CC=C1)C(F)(F)F 2-[2-(4-hydroxy-1-piperidinyl)ethyl]-4-(trifluoromethyl)-N-[1-[3-(trifluoromethyl)phenyl]ethyl]-5-thiazolecarboxamide